ClC1=C2C(N3C(=NC2=CC(=C1)Cl)C(C1=CC(=CC=C13)C(=O)N1CCNCC1)=O)=O 1,3-dichloro-8-(piperazine-1-carbonyl)indolo[2,1-b]quinazoline-6,12-dione